3-[4-[3-Oxo-3-(2-hydroxyphenyl)-1-propenyl]phenyl]-7-(diethylamino)-2H-1-benzopyran-2-one O=C(C=CC1=CC=C(C=C1)C=1C(OC2=C(C1)C=CC(=C2)N(CC)CC)=O)C2=C(C=CC=C2)O